C1(=CC=CC2=CC=CC=C12)C1OCC(CO1)=O 2-(naphthalen-1-yl)-1,3-dioxan-5-one